N-(cyclopropylmethyl)-1-[2-fluoro-4-(5-{2-[3-(trifluoromethoxy)phenyl]acetamido}-1,3,4-thiadiazol-2-yl)butyl]-1H-1,2,3-triazole-4-carboxamide C1(CC1)CNC(=O)C=1N=NN(C1)CC(CCC=1SC(=NN1)NC(CC1=CC(=CC=C1)OC(F)(F)F)=O)F